3-(5-(((1S,2R)-2-(3-(2-methoxyphenyl)azetidin-1-yl)cyclohexyl)oxy)-1-oxoisoindolin-2-yl)piperidine-2,6-dione COC1=C(C=CC=C1)C1CN(C1)[C@H]1[C@H](CCCC1)OC=1C=C2CN(C(C2=CC1)=O)C1C(NC(CC1)=O)=O